C(=C)C1=C(C=C2CNC(C2=C1)=O)F 6-vinyl-5-fluoro-2,3-dihydro-isoindol-1-one